FC(C=1C(=C(C=CC1)[C@@H](C)NC=1C2=C(N=C(N1)C)N1C(C(=C2)C2CCN(CC2)C(C)=O)=NN=C1)F)F (R)-1-(4-(4-((1-(3-(difluoromethyl)-2-fluorophenyl)ethyl)amino)-2-methyl-[1,2,4]triazolo[4',3':1,6]pyrido[2,3-d]pyrimidin-6-yl)piperidin-1-yl)ethan-1-one